methyl (5R)-3-(1-(2-((S)-1-amino-2,2-dicyclopropylethyl)imidazo[1,2-b]pyridazin-6-yl)ethyl)-2-oxo-5-(trifluoromethyl)piperidine-3-carboxylate N[C@@H](C(C1CC1)C1CC1)C=1N=C2N(N=C(C=C2)C(C)C2(C(NC[C@@H](C2)C(F)(F)F)=O)C(=O)OC)C1